(E)-N,N-diphenyl-4-(5-(2-(pyridin-4-yl)vinyl)thiophen-2-yl)aniline C1(=CC=CC=C1)N(C1=CC=C(C=C1)C=1SC(=CC1)\C=C\C1=CC=NC=C1)C1=CC=CC=C1